[(2R,3R,4S,5R)-2-hydroxy-5-[(2S,3R,4S,5R)-5-hydroxy-3,4-disulfooxyoxan-2-yl]oxy-3-sulfooxyoxan-4-yl] hydrogen sulfate S(=O)(=O)(O[C@@H]1[C@H]([C@@H](OC[C@H]1O[C@@H]1OC[C@H]([C@@H]([C@H]1OS(=O)(=O)O)OS(=O)(=O)O)O)O)OS(=O)(=O)O)O